C(C)(C)(C)OC(=O)N[C@H](C(=O)O)CCC1=NC2=C(N1C1=CC=CC=C1)C=CC(=C2)[N+](=O)[O-] (2S)-2-(tert-Butoxycarbonylamino)-4-(5-nitro-1-phenyl-benzimidazol-2-yl)butanoic acid